FC=1C=C(OC2CN(C2)C(CNC(=O)C=2N=CN(C2)C2=CC=CC=C2)=O)C=C(C1)C(F)(F)F 1-Phenyl-1H-imidazole-4-carboxylic acid {2-[3-(3-fluoro-5-trifluoromethyl-phenoxy)-azetidin-1-yl]-2-oxo-ethyl}-amide